5-fluoro-1H-indol-2-one FC=1C=C2CC(NC2=CC1)=O